CN1N=CC=C(C1=O)C(=O)O 2-methyl-3-oxo-pyridazine-4-carboxylic acid